(6-chloro-8-(4-methylpiperazin-1-yl)quinolin-3-yl)methylamine ClC=1C=C2C=C(C=NC2=C(C1)N1CCN(CC1)C)CN